NC=1C(=NC(=CC1C)C1=CC(=CC=C1)C1=NOC(=C1)[C@]1(C(N(CC1)C)=O)O)C(=O)N (R)-3-amino-6-(3-(5-(3-hydroxy-1-methyl-2-oxopyrrolidin-3-yl)isoxazol-3-yl)phenyl)-4-methylpyridineamide